2-amino-4-(but-3-en-1-yloxy)-N-methylbenzamide NC1=C(C(=O)NC)C=CC(=C1)OCCC=C